7-cyclopropyl-1-(2-methylpyridin-3-yl)quinazoline-2,4(1H,3H)-dione C1(CC1)C1=CC=C2C(NC(N(C2=C1)C=1C(=NC=CC1)C)=O)=O